N,N-dimethyl-4-(4-((propylamino)methyl)phenyl)thiazol-2-amine 2HCl Cl.Cl.CN(C=1SC=C(N1)C1=CC=C(C=C1)CNCCC)C